(2R,4S)-4-(3-(azetidine-1-carbonyl)benzyl)pyrrolidine-2-carboxylic acid benzyl ester C(C1=CC=CC=C1)OC(=O)[C@@H]1NC[C@H](C1)CC1=CC(=CC=C1)C(=O)N1CCC1